C1(=C(C=CC=C1)C1=C(C2=C([Se]C3=C2C=CC=C3)C=C1)C1=C(C=CC=C1)C1=NN=NC(=C1C1=CC=CC=C1)C1=CC=CC=C1)C1=CC=CC=C1 (biphenylyl)[(diphenyltriazinyl)phenyl]dibenzoselenophen